tert-butyl N-[1-[[1-(2,6-dioxo-3-piperidinyl)-3-methyl-2-oxo-benzimidazol-5-yl] methyl]-4-piperidinyl]-N-methyl-carbamate O=C1NC(CCC1N1C(N(C2=C1C=CC(=C2)CN2CCC(CC2)N(C(OC(C)(C)C)=O)C)C)=O)=O